N,N,N',N'-tetraisopropylethane-1,2-diamine C(C)(C)N(CCN(C(C)C)C(C)C)C(C)C